C(C)C1=C2C(=CC(=CC2=CC=C1F)O)C1=C(C=2N=C(N=C(C2C=N1)N1CC(OCCC1)CCOC)OC[C@]12CCCN2C[C@@H](C1)F)F 5-ethyl-6-fluoro-4-(8-fluoro-2-(((2R,7aS)-2-fluorohexahydro-1H-pyrrolizin-7a-yl)methoxy)-4-(2-(2-methoxyethyl)-1,4-oxazepan-4-yl)pyrido[4,3-d]pyrimidin-7-yl)naphthalen-2-ol